FC=1C=C(C=CC1C(F)(F)F)C1C(=C(NC=2N1N=C(C2)C2COC2)C)C(=O)NC=2C=C1C=CN=CC1=CC2 7-(3-fluoro-4-(trifluoromethyl)phenyl)-N-(isoquinolin-6-yl)-5-methyl-2-(oxetan-3-yl)-4,7-dihydropyrazolo[1,5-a]pyrimidine-6-carboxamide